Myristoleyl ether C(CCCCCCC\C=C/CCCC)OCCCCCCCC\C=C/CCCC